C(C)NC1=CC2=C(C(N(N=C2C)CC(=O)O)=O)S1 2-[2-(ethylamino)-4-methyl-7-oxo-thieno[2,3-d]pyridazin-6-yl]acetic acid